CN1N=C(C2=CC=C(C=C12)C=C)C(C)OC1=CC=C(C=C1)OC(F)(F)F 1-methyl-3-[1-[4-(trifluoromethoxy)phenoxy]ethyl]-6-vinylindazole